4-ethyl-3-(N-(2-(5-methylthiophen-2-yl)-5-(trifluoromethyl)phenyl)sulfamoyl)benzoic Acid C(C)C1=C(C=C(C(=O)O)C=C1)S(NC1=C(C=CC(=C1)C(F)(F)F)C=1SC(=CC1)C)(=O)=O